2,6-dimethyl-4(1h)-quinolinone CC=1NC2=CC=C(C=C2C(C1)=O)C